FC=1C=CC(=C(C1)C(CN1C(N(C(C(=C1)/C(/C)=N/OC(C)C)=O)C[C@H](C)NC(C(C)C)=O)=O)=O)OC (S,E)-N-(1-(3-(2-(5-fluoro-2-methoxyphenyl)-2-oxoethyl)-5-(1-(isopropoxyimino)ethyl)-2,6-dioxo-3,6-dihydropyrimidin-1(2H)-yl)propan-2-yl)isobutyramide